O[C@H]1[C@H](C[C@@]2(C(C[C@H]3[C@@H]4CC[C@H]([C@@H]([C@H]([C@@H]([C@@H](CC)C(C)C)O)O)C)[C@]4(CC[C@@H]3[C@]2(C1)C)C)=O)O)O (22R,23R,24S)-2α,3α,5α,22,23-pentahydroxy-stigmastan-6-one